7-((2-((4-(Hydroxymethyl)phenyl)amino)-5-(trifluoromethyl)pyrimidin-4-yl)-oxy)-2,3-dihydro-1H-inden-1-one OCC1=CC=C(C=C1)NC1=NC=C(C(=N1)OC=1C=CC=C2CCC(C12)=O)C(F)(F)F